C(OC=1C(=NC=CC1OC)C(N[C@@H](C)C1=NC(=NO1)C1=CC(=CC(=C1)C)C)=O)(OCC)=O (S)-2-((1-(3-(3,5-dimethylphenyl)-1,2,4-oxadiazol-5-yl)ethyl)carbamoyl)-4-methoxypyridin-3-yl ethyl carbonate